1-(cyclohexylmethyl)-3-(4-(methoxycarbonyl)phenyl)cyclopentane-1-carboxylic acid C1(CCCCC1)CC1(CC(CC1)C1=CC=C(C=C1)C(=O)OC)C(=O)O